(4-aminopyridin-3-yl)boronic acid pinacol ester NC1=C(C=NC=C1)B1OC(C)(C)C(C)(C)O1